NC1=C(C(=O)OC)C(=CC(=C1)Br)O methyl 2-amino-4-bromo-6-hydroxy-benzoate